C(C(C)(C)C)(=O)OC1=CC2=CC=CC=C2C(=C1)C1=C(C=2N=C(N=C(C2C=N1)OC)OC[C@]12CCCN2C[C@@H](C1)F)F 4-(8-fluoro-2-(((2R,7aS)-2-fluorotetrahydro-1H-pyrrolizin-7a(5H)-yl)methoxy)-4-methoxypyrido[4,3-d]pyrimidin-7-yl)naphthalen-2-yl pivalate